FC=1C=CC2=C(SC(=C2)C(=O)N[C@H](C(=O)O)CC2=CC=CC=C2)C1 (S)-2-(6-fluorobenzo[b]thiophene-2-carboxamido)-3-phenylpropanoic acid